N-(3-(1-(2-(4-chlorophenoxy)-2-methylpropanoyl)piperidin-4-yl)propyl)acrylamide ClC1=CC=C(OC(C(=O)N2CCC(CC2)CCCNC(C=C)=O)(C)C)C=C1